C(C1=CC=CC=C1)CN(CCCS(=O)(=O)O)C 3-(benzyldimethylamino)propanesulfonic acid